7-bromo-8-fluoro-6-(3-furyl)-1H-quinazoline-2,4-dione BrC1=C(C=C2C(NC(NC2=C1F)=O)=O)C1=COC=C1